ClC1=NC=CC(=C1)NC(NC1=CC(=NC=C1)C(=O)NCC1=CC=C(C=C1)CNC1=C2C(N(C(C2=CC=C1)=O)C1C(NC(CC1)=O)=O)=O)=O 4-(3-(2-chloropyridin-4-yl)ureido)-N-(4-(((2-(2,6-dioxopiperidin-3-yl)-1,3-dioxoisoindolin-4-yl)amino)methyl)benzyl)picolinamide